ClC=1C=CC(=C(C1)C1=C2C(=NC(=C1)C)C(=CS2)C(=O)OC)OCCN2C(=NC=1CCC3(CN(C3)C3CC3)CC1C2=O)C methyl 7-[5-chloranyl-2-[2-(1'-cyclopropyl-2-methyl-4-oxidanylidene-spiro[7,8-dihydro-5H-quinazoline-6,3'-azetidine]-3-yl)ethoxy]phenyl]-5-methyl-thieno[3,2-b]pyridine-3-carboxylate